CC(C(=O)N1CCN(CC1)S(=O)(=O)C=1C=C(C(=O)O)C=CC1)(CCCOC1=CC=C(C=C1)C(F)(F)F)C 3-((4-(2,2-dimethyl-5-(4-(trifluoromethyl)phenoxy)pentanoyl)piperazin-1-yl)sulfonyl)benzoic acid